ClC1=CN=CC(=N1)OC1(CCN(CCC1)C(=O)OC(C)(C)C)C(F)(F)F tert-butyl 4-((6-chloropyrazin-2-yl)oxy)-4-(trifluoromethyl)azepane-1-carboxylate